C(C)(=O)O[C@H]1[C@@H]([C@H]2[C@@H]([C@@H](O1)[C@@H](COC(C)=O)OC(C)=O)OC1(CCCCC1)O2)OC(C)=O (3aR,4S,6S,7R,7aR)-4-((R)-1,2-diacetoxyethyl)tetrahydro-3aH-spiro[[1,3]dioxolo[4,5-c]pyran-2,1'-cyclohexane]-6,7-diyl diacetate